C(C)OC=1C=2N(C=C(N1)C(=O)NC=1C(=NC=C(C1)F)OC)C=C(N2)[C@@H]2COCCC2 (R)-8-ethoxy-N-(5-fluoro-2-methoxypyridin-3-yl)-2-(tetrahydro-2H-pyran-3-yl)imidazo[1,2-a]Pyrazine-6-carboxamide